(methylsulfonyl)-1H-indazol CS(=O)(=O)N1N=CC2=CC=CC=C12